O1COC2=C1C=CC=C2CNCC2=CC(=CC=C2)C2CCCCC2 N-(1,3-benzodioxol-4-ylmethyl)-1-(3-cyclohexylphenyl)methylamine